FC=1C=C(C=NC1)OCCN(CC[C@@H](C(=O)O)NC1=C2C(=NC=N1)N(N=C2)C)CCCCC2=NC=1NCCCC1C=C2 (S)-4-((2-((5-fluoropyridin-3-yl)oxy)ethyl)(4-(5,6,7,8-tetrahydro-1,8-naphthyridin-2-yl)butyl)amino)-2-((1-methyl-1H-pyrazolo[3,4-d]pyrimidin-4-yl)amino)butanoic acid